1-(6-(5-(1-Hydroxypropan-2-yl)-1H-pyrazole-3-carbonyl)-2,6-diazaspiro[3.3]heptan-2-yl)-2,2-dimethylpropan-1-one OCC(C)C1=CC(=NN1)C(=O)N1CC2(CN(C2)C(C(C)(C)C)=O)C1